FC1(OC2=C(O1)C=CC(=C2)N(C(=O)C=2C=C(C=CC2)N2N=C(C1=C2[C@@H](COC1)OC1=CC=C(C(=O)O)C=C1)C(F)(F)F)C)F |o1:24| (S) or (R)-4-[[1-[3-[(2,2-Difluoro-1,3-benzodioxol-5-yl)-methyl-carbamoyl]phenyl]-3-(trifluoromethyl)-6,7-dihydro-4H-pyrano[4,3-c]pyrazol-7-yl]oxy]benzoic acid